C(C)C1CC2(N(C(C1)C2)C(=O)NC2=CC(=C(C=C2)C(F)(F)F)C2=NC=C(C=N2)F)C=2OC(=NN2)C cis-3-ethyl-N-(3-(5-fluoropyrimidin-2-yl)-4-(trifluoromethyl)phenyl)-1-(5-methyl-1,3,4-oxadiazol-2-yl)-6-azabicyclo[3.1.1]heptane-6-carboxamide